NC1=NC=CC=C1C1=NC=2C(=NC(=CC2)C2=C(C=CC=C2)F)N1C1=CC=C(CN2CCN(CC2)C(=O)OC(C)(C)C)C=C1 tert-Butyl 4-(4-(2-(2-aminopyridin-3-yl)-5-(2-fluorophenyl)-3H-imidazo[4,5-b]pyridin-3-yl)benzyl)piperazine-1-carboxylate